C(C)OC(CCOC1=CC=C(C=N1)CNC1=CC(=NC=2N1N=CC2CC)N2[C@@H](CCCC2)CCO)OCC 2-[(2S)-1-[7-[[6-(3,3-diethoxypropoxy)-3-pyridyl]methylamino]-3-ethyl-pyrazolo[1,5-a]pyrimidin-5-yl]-2-piperidyl]ethanol